[1,4]oxazine-3(4H)-Acetamide O1C=C(NC=C1)CC(=O)N